CN1[C@H]2CN([C@@H](C1)C2)CCN2C1=CC=C(C=C1SC=1C=C(C=CC21)C2=C1C(=CN=C2)NN=C1)C1=C2C(=CN=C1)NN=C2 10-(2-((1R,4R)-5-methyl-2,5-diazabicyclo[2.2.1]heptan-2-yl)ethyl)-3,7-bis-(1H-pyrazolo[3,4-c]pyridin-4-yl)-10H-phenothiazine